2,3,5,6-tetrafluoro-phenylacetic acid FC1=C(C(=C(C=C1F)F)F)CC(=O)O